2,4-dichloro-5,5-dimethyl-7H-pyrrolo[2,3-d]pyrimidin-6-one ClC=1N=C(C2=C(N1)NC(C2(C)C)=O)Cl